ClC=1C=C(C(=C(N)C1)B1OC(C(O1)(C)C)(C)C)F 5-chloro-3-fluoro-2-(4,4,5,5-tetramethyl-1,3,2-dioxaborolan-2-yl)aniline